2-(5,5-dimethyl-3-(4-cyano-3-(trifluoromethyl)phenyl)-2,4-dioxoimidazolin-1-yl)-N-(pyridin-2-ylmethyl)acetamide lithium 4-methyl-5-oxo-4,5-dihydropyrazine-2-carboxylate CN1C=C(N=CC1=O)C(=O)[O-].[Li+].CC1(C(N(C(N1CC(=O)NCC1=NC=CC=C1)=O)C1=CC(=C(C=C1)C#N)C(F)(F)F)=O)C